(S)-N-(4-(N-tert-butylsulfamoyl)phenyl)-2-(4-fluorobenzyloxy)-3-phenylpropanamide C(C)(C)(C)NS(=O)(=O)C1=CC=C(C=C1)NC([C@H](CC1=CC=CC=C1)OCC1=CC=C(C=C1)F)=O